O1C(=C1)O oxirenol